FC(C1=CC=C(C=C1)N1C=CC2=CC(=CC=C12)N)(F)F 1-[4-(trifluoromethyl)phenyl]Indol-5-amine